N,N-di(2,2,6,6-tetramethyl-4-piperidyl)-hexamethylenediamine CC1(NC(CC(C1)N(CCCCCCN)C1CC(NC(C1)(C)C)(C)C)(C)C)C